4-chloro-N-(2,3-dihydrobenzo[b][1,4]dioxin-6-yl)-3-(indolin-1-ylsulfonyl)benzamide ClC1=C(C=C(C(=O)NC2=CC3=C(OCCO3)C=C2)C=C1)S(=O)(=O)N1CCC2=CC=CC=C12